tert-Butyl (E)-N2-((benzyloxy)carbonyl)-N4-(4-(5,6,7,8-tetrahydro-1,8-naphthyridin-2-yl)but-3-en-1-yl)-L-asparaginate C(C1=CC=CC=C1)OC(=O)N[C@@H](CC(NCC\C=C\C1=NC=2NCCCC2C=C1)=O)C(=O)OC(C)(C)C